C1(=CC=CC=C1)C=N Benzenemethanimine